2,2'-{[2,5-di(naphthalen-2-yl)-1,4-phenylene]bis(oxyethane-2,1-diyloxy[1,1'-binaphthalene]-2',2-diyloxy)}di(ethan-1-ol) C1=C(C=CC2=CC=CC=C12)C1=C(C=C(C(=C1)OCCOC1=C(C2=CC=CC=C2C=C1)C1=C(C=CC2=CC=CC=C12)OCCO)C1=CC2=CC=CC=C2C=C1)OCCOC1=C(C2=CC=CC=C2C=C1)C1=C(C=CC2=CC=CC=C12)OCCO